4-chloro-6-(2,2,3,3-tetramethylcyclopropyl)pyrimidin-2-amine ClC1=NC(=NC(=C1)C1C(C1(C)C)(C)C)N